methyl (2S)-2-((tert-butoxycarbonyl)amino)-3-(2-(cyclopropylmethoxy)phenyl)propanoate C(C)(C)(C)OC(=O)N[C@H](C(=O)OC)CC1=C(C=CC=C1)OCC1CC1